(E)-N-(4-((3-chloro-4-fluorophenyl)amino)-7-methoxyquinazolin-6-yl)-4-(4-(4-((2-(2,6-dioxopiperidin-3-yl)-1-oxoisoindolin-4-yl)thio)butanoyl)piperazin-1-yl)but-2-enamide ClC=1C=C(C=CC1F)NC1=NC=NC2=CC(=C(C=C12)NC(\C=C\CN1CCN(CC1)C(CCCSC1=C2CN(C(C2=CC=C1)=O)C1C(NC(CC1)=O)=O)=O)=O)OC